N-(6-(4,4-difluoropiperidin-1-yl)-5-(1-methyl-1H-pyrazol-4-yl)pyridin-2-yl)-4-iodo-2-(6-azaspiro[2.5]oct-6-yl)benzamide FC1(CCN(CC1)C1=C(C=CC(=N1)NC(C1=C(C=C(C=C1)I)N1CCC2(CC2)CC1)=O)C=1C=NN(C1)C)F